ClC1=CC(=CC(=N1)C1=CC(=NC=N1)C(=O)NC)[C@@H]1CNC[C@H](O1)CC#N trans-6-(6-chloro-4-(6-(cyanomethyl)morpholin-2-yl)pyridin-2-yl)-N-methylpyrimidine-4-carboxamide